(1r,5s)-1-(3,4-dichlorophenyl)-3-azabicyclo[3.1.0]hexane ClC=1C=C(C=CC1Cl)[C@@]12CNC[C@H]2C1